1,2,3,4-tetrahydroquinoline-2-carboxylic acid N1C(CCC2=CC=CC=C12)C(=O)O